5-methyl-2-(2,2,3,3-tetramethylcyclopropyl)-1,3-dioxane-5-carbaldehyde CC1(COC(OC1)C1C(C1(C)C)(C)C)C=O